C(C)(=O)OC[C@@H](C[C@@H](CCCCCCCCCCCC#C)O)O (2R,4R)-2,4-dihydroxyheptadec-16-yn-1-yl acetate